(S)-5-(2-(1H-Pyrazol-5-yl)pyridin-4-yl)-2-(1-cyclopropylethyl)-7-(methylsulfonyl)isoindolin-1-one, trifluoroacetate salt FC(C(=O)O)(F)F.N1N=CC=C1C1=NC=CC(=C1)C=1C=C2CN(C(C2=C(C1)S(=O)(=O)C)=O)[C@@H](C)C1CC1